tert-Butyl N-[[4-(hydroxymethyl)-2-oxabicyclo[2.1.1]hexan-1-yl]methyl]carbamate OCC12COC(C1)(C2)CNC(OC(C)(C)C)=O